(Z)-5-(4-Methylpyridin-3-yl)-3-(1-((1-(tetrahydro-2H-pyran-4-yl)-1H-pyrazol-4-yl)amino)ethylidene)-1H-pyrrolo[2,3-c]pyridin-2(3H)-one CC1=C(C=NC=C1)C=1C=C/2C(=CN1)NC(\C2=C(\C)/NC=2C=NN(C2)C2CCOCC2)=O